ClC=1C(=CC(=C(C1)S(=O)(=O)N(C1=NC=NS1)CC1=C(C=C(C=C1)OC)OC)F)NCC1=C(C=C(C=C1)Cl)N1CCCC1 5-chloro-4-((4-chloro-2-(pyrrolidin-1-yl)benzyl)amino)-N-(2,4-dimethoxybenzyl)-2-fluoro-N-(1,2,4-thiadiazol-5-yl)benzenesulfonamide